Br[NH2+]C1=CC=CC=C1 bromophenylammonium